COCCC=1C=CC(=NC1C)C#N 5-(2-methoxyethyl)-6-methyl-cyanopyridine